1-(p-vinylphenyl)-3,3-dimethyl-5,6-dichlorospiro[indoline-2,3'-[3H]-naphtho[2,1-b][1,4]oxazine] C(=C)C1=CC=C(C=C1)N1C2=CC(=C(C=C2C(C12C=NC1=C(O2)C=CC2=CC=CC=C21)(C)C)Cl)Cl